ClC=1C=C2C(=CN=C(C2=CN1)O)I 6-chloro-4-iodo-2,7-naphthyridin-1-ol